C(C1=CC=CC=C1)C=1C=NC(=NC1)N1CCN(CC1)C=1C=NN2C1C=CC(=C2)C=2C=NN(C2)CCOC 3-[4-(5-benzyl-pyrimidin-2-yl)piperazin-1-yl]-6-[1-(2-methoxyethyl)-1H-pyrazol-4-yl]pyrazolo[1,5-a]pyridine